C1(CCCC1)OC=1OCCCN1 2-cyclopentyloxy-5,6-dihydro-4H-1,3-oxazine